benzenediFormic anhydride C=12C(=CC=CC1)C(=O)OC2=O